N-[(3-methoxythien-2-yl)methyl]-2-[(9R)-9-pyridin-2-yl-6-oxaspiro[4.5]Decan-9-yl]Ethylamine COC1=C(SC=C1)CNCC[C@]1(CCOC2(CCCC2)C1)C1=NC=CC=C1